ClC1=NC2=CC(=C(C=C2C=C1C=O)F)F 2-chloro-6,7-difluoroquinolin-3-carbaldehyde